2,3,4-Tri-O-acetyl-α-D-rhamnopyranosyl fluoride C(C)(=O)O[C@@H]1[C@H](O[C@@H]([C@H]([C@@H]1OC(C)=O)OC(C)=O)C)F